N,N-dimethyl-stearamide CN(C(CCCCCCCCCCCCCCCCC)=O)C